benzyl 4-benzyl-2,2-dimethylmorpholine-3-carboxylate C(C1=CC=CC=C1)N1C(C(OCC1)(C)C)C(=O)OCC1=CC=CC=C1